1-(5Z,8Z,11Z,14Z,17Z-eicosapentaenoyl)-2-(6Z,9Z,12Z-octadecatrienoyl)-glycero-3-phosphocholine CCCCC/C=C\C/C=C\C/C=C\CCCCC(=O)O[C@H](COC(=O)CCC/C=C\C/C=C\C/C=C\C/C=C\C/C=C\CC)COP(=O)([O-])OCC[N+](C)(C)C